(2-chloro-4-fluorophenyl)biphenyl-2,5-diamine ClC1=C(C=CC(=C1)F)C1=C(C(=CC(=C1)N)C1=CC=CC=C1)N